(3-(4-trifluoromethylphenyl)prop-2-yn-1-yl)(phenyl)aminothiocarbonyl fluoride FC(C1=CC=C(C=C1)C#CCN(C(=S)F)C1=CC=CC=C1)(F)F